BrC1=NN(C(=C1)C(=O)NC1(CC1)C(NC1=CC=C(C=C1)F)=O)C1=NC=CC=C1Cl 3-bromo-N-(1-((4-fluorophenyl)carbamoyl)cyclopropyl)-1-(3-chloropyridin-2-yl)-1H-pyrazole-5-carboxamide